ClC1=CC(=CC=2CN(CCOC21)CC=2C=C(N=NC2)NS(=O)(=O)C)N2C=CC1=CC(=CC=C21)F N-(5-((9-chloro-7-(5-fluoro-1H-indol-1-yl)-2,3-dihydrobenzo[f][1,4]oxazepin-4(5H)-yl)methyl)pyridazin-3-yl)methanesulfonamide